1-[3-fluoro-4-(4-{2-[3-(trifluoromethoxy)phenyl]acetamido}-1H-1,2,3-triazol-1-yl)butyl]-N-(pyridin-2-ylmethyl)-1H-1,2,3-triazole-4-carboxamide FC(CCN1N=NC(=C1)C(=O)NCC1=NC=CC=C1)CN1N=NC(=C1)NC(CC1=CC(=CC=C1)OC(F)(F)F)=O